6-{[4-methyl-1-(6-methylpyridin-3-yl)-1H-1,2,3-triazol-5-yl]methoxy}-2-[(3R)-oxolan-3-yl]-1,2,3,4-tetrahydro-2,7-naphthyridine CC=1N=NN(C1COC=1C=C2CCN(CC2=CN1)[C@H]1COCC1)C=1C=NC(=CC1)C